1-Methyl-2-(6-trifluoromethyl-benzothiazol-2-ylamino)-1H-benzimidazole-5-carboxylic acid dimethylcarbamoylmethyl-amide CN(C(=O)CNC(=O)C1=CC2=C(N(C(=N2)NC=2SC3=C(N2)C=CC(=C3)C(F)(F)F)C)C=C1)C